CN1C[C@H]2[C@H](OCCN2C2=CC=C(N=N2)C2=C(C=C(C=C2C)C(F)(F)F)O)CC1 2-[6-[(4aS,8aR)-6-methyl-3,4a,5,7,8,8a-hexahydro-2H-pyrido[4,3-b][1,4]oxazin-4-yl]pyridazin-3-yl]-3-methyl-5-(trifluoromethyl)phenol